7-((trans)-4-(4-amino-4-methylpiperidin-1-yl)cyclohexyl)-5-(4-phenoxyphenyl)-7H-pyrrolo[2,3-d]pyrimidin-4-amine NC1(CCN(CC1)[C@@H]1CC[C@H](CC1)N1C=C(C2=C1N=CN=C2N)C2=CC=C(C=C2)OC2=CC=CC=C2)C